(R,Z)-N-(1-(3-(2-cyano-1,1-difluoro-2-methylpropyl)phenyl)ethylidene)-2-methylpropane-2-sulfinamide C(#N)C(C(F)(F)C=1C=C(C=CC1)\C(\C)=N/[S@](=O)C(C)(C)C)(C)C